O=C([C@@H](C)N1CCN(CC1)C(=O)OC(C)(C)C)NC1=CC=C(C=C1)S(=O)(=O)N1CCCCC1 tert-butyl (R)-4-(1-oxo-1-((4-(piperidin-1-ylsulfonyl)phenyl)amino)propan-2-yl)piperazine-1-carboxylate